2,2-bis(2,3-dicarboxyphenyl)propane C(=O)(O)C1=C(C=CC=C1C(=O)O)C(C)(C)C1=C(C(=CC=C1)C(=O)O)C(=O)O